BrC1=CC(=C(C(=C1)F)OC(F)(F)F)F 4-bromo-2,6-difluorotri-fluoro-methoxy-benzene